4-((2S,5R)-4-acryloyl-2,5-dimethylpiperazin-1-yl)-6-chloro-1-(4,6-diisopropyl-2-(methylamino)pyrimidin-5-yl)-7-(2-fluorophenyl)pyrido[2,3-d]pyrimidin C(C=C)(=O)N1C[C@@H](N(C[C@H]1C)C=1C2=C(N(CN1)C=1C(=NC(=NC1C(C)C)NC)C(C)C)N=C(C(=C2)Cl)C2=C(C=CC=C2)F)C